CUMARINE O1C(=O)C=CC2=CC=CC=C12